FC1=C(C#N)C(=CC(=C1)CC(C)C)N1C[C@H](N(CC1)CC=1N=NC=CC1)C (R)-2-fluoro-4-isobutyl-6-(3-methyl-4-(pyridazin-3-ylmethyl)piperazin-1-yl)benzonitrile